2-((tert-butoxycarbonyl-(ethyl)amino)-4-fluorophenyl)acetic acid C(C)(C)(C)OC(=O)N(CC)C1=C(C=CC(=C1)F)CC(=O)O